2-carbamoyl-4-((2S,3R,4R,5S)-3-(3,4-difluoro-2-methoxyphenyl)-4,5-dimethyl-5-(trifluoromethyl)tetrahydrofuran-2-carboxamido)pyridine 1-oxide C(N)(=O)C1=[N+](C=CC(=C1)NC(=O)[C@H]1O[C@@]([C@@H]([C@@H]1C1=C(C(=C(C=C1)F)F)OC)C)(C(F)(F)F)C)[O-]